Dimethylacridan CC1(C2=CC=CC=C2NC3=CC=CC=C31)C